ClC1=NC(=NC(=N1)N(CC)CC)N(CC)CC chlorazine